3-(2,6-difluorophenyl)-6-fluoro-3,4-dihydroquinazolin-2(1H)-one FC1=C(C(=CC=C1)F)N1C(NC2=CC=C(C=C2C1)F)=O